FC1=CC=C(C=C1)C=1OC=CC1C(=O)NC1=CC(=C(C=C1)C)NC1=NC=CC=C1C1=C2N=CN(C2=NC=N1)C1OCCCC1 2-(4-fluorophenyl)-N-[4-methyl-3-[[3-(9-tetrahydropyran-2-ylpurin-6-yl)-2-pyridyl]amino]phenyl]furan-3-carboxamide